4-amino-1-(trans-4-methylcyclohexyl)-1H-pyrazolo[3,4-d]pyrimidine-3-carboxylic acid NC1=C2C(=NC=N1)N(N=C2C(=O)O)[C@@H]2CC[C@H](CC2)C